C(C)O[C@H]1CC[C@H](CC1)NC1=NN2C(C=N1)=C(C=C2)C2=CC=C1C(=N2)N(C(=N1)C)CC(F)F N-(cis-4-Ethoxycyclohexyl)-5-(3-(2,2-difluoroethyl)-2-methyl-3H-imidazo[4,5-b]pyridin-5-yl)pyrrolo[2,1-f][1,2,4]triazin-2-amine